OC1=NOC(=C1)[C@H](C(=O)O)C(C)C (R)-2-(3-hydroxyisoxazol-5-yl)-3-methylbutanoic acid